4-bromo-3-methyl-benzaldehyde BrC1=C(C=C(C=O)C=C1)C